FC=1C=C(C2=C(N=CS2)C1)C(=O)O 5-fluorobenzo[d]thiazole-7-carboxylic acid